methyl 4-(benzylthio)-2,5-difluorobenzoate C(C1=CC=CC=C1)SC1=CC(=C(C(=O)OC)C=C1F)F